CC(C)(C(C(C)C)C)O 2,3,4-trimethyl-2-pentanol